3-Bromo-6-((3-methyloxetan-3-yl)methoxy)imidazo[1,2-b]pyridazine BrC1=CN=C2N1N=C(C=C2)OCC2(COC2)C